3-(4-(2-fluoro-6-(trifluoromethyl)phenyl)piperidine-1-carbonyl)-1,4,5,7-tetrahydro-6H-pyrazolo[3,4-c]pyridine-6-carboxylic acid tert-butyl ester C(C)(C)(C)OC(=O)N1CC2=C(CC1)C(=NN2)C(=O)N2CCC(CC2)C2=C(C=CC=C2C(F)(F)F)F